C(CC)OC(OCCC)[SiH2]C1=C(C=CC=C1)C=C dipropoxyMethyl(2-vinylphenyl)silane